C(C)(C)(C)OC(=O)N1CC2(CC1)CCN(CC2)C2=CC=1N(C(=C2)C)N=C(C1[N+](=O)[O-])CC 8-(2-ethyl-7-methyl-3-nitropyrazolo[1,5-a]pyridin-5-yl)-2,8-diazaspiro[4.5]decane-2-carboxylic acid tert-butyl ester